COC1=C(C(=O)P(C2=CC=CC=C2)(C(C2=C(C=CC=C2OC)OC)=O)=O)C(=CC=C1)OC bis(2,6-dimethoxybenzoyl)phenyl-phosphine oxide